NC=1C=C(OC2=C(C(=C(C=C2F)[N+](=O)[O-])C)S)C=CC1F 2-(3-Amino-4-fluoro-phenoxy)-3-fluoro-6-methyl-5-nitro-benzenethiol